OCCOC=1C(=CC(=NC1)C(=O)NC1=CC(=C(C=C1)C)C=1C=NC2=CC(=NC=C2C1)NC)C(F)(F)F 5-(2-hydroxyethoxy)-N-(4-methyl-3-(7-(methylamino)-1,6-naphthyridin-3-yl)phenyl)-4-(trifluoromethyl)picolinamide